CN[C@H](CCSC)C(=O)O D-N-methylmethionine